2-{6-[(3S)-3-(2-methylprop-2-yl)piperazin-1-yl]-1,2-diazin-3-yl}-6-(1-methylpyrazol-4-yl)-2,3-dihydro-1H-pyrrolo[4,3-c]pyridin-1-one CC(C)(C)[C@H]1CN(CCN1)C1=CC=C(N=N1)N1C(C2=C(C=NC(=C2)C=2C=NN(C2)C)C1)=O